5-chloro-2-methyl-N-((1r,4r)-4-((2-oxo-3-(6-((2,2,2-trifluoro-ethyl)amino)pyridin-3-yl)-2,3-dihydro-1H-benzo[d]imidazol-1-yl)methyl)cyclohexyl)nicotinamide ClC=1C=NC(=C(C(=O)NC2CCC(CC2)CN2C(N(C3=C2C=CC=C3)C=3C=NC(=CC3)NCC(F)(F)F)=O)C1)C